5-bromo-2-tert-butyl-4-(4-methoxycyclohexyl)pyridine BrC=1C(=CC(=NC1)C(C)(C)C)C1CCC(CC1)OC